(S)-3-amino-3-methyltetrahydrothiophene 1,1-dioxide hydrochloride Cl.N[C@@]1(CS(CC1)(=O)=O)C